4-((R or S)-3-(ethoxymethyl)-3-(4-fluoro-phenethyl)pyrrolidin-1-yl)-3,3-dimethyl-3,4-dihydro-isoquinolin-1(2H)-one C(C)OC[C@]1(CN(CC1)C1C(NC(C2=CC=CC=C12)=O)(C)C)CCC1=CC=C(C=C1)F |o1:4|